C(C)(C)(C)OC(N(CC1=C(C2=C(N=CN2C)C(=C1)C1=CC=C(C=C1)OC(F)(F)F)C=C)C(=O)OC(C)(C)C)=O N-tert-Butoxycarbonyl-N-[[3-methyl-7-[4-(trifluoromethoxy)-phenyl]-4-vinyl-benzimidazol-5-yl]methyl]carbamic acid tert-butyl ester